N1C=C(C2=CC=CC=C12)CC(CCCC)NC(=O)C1=CN=C(S1)N1CCN(CC1)C=1C=NNC1 N-[1-(1H-indol-3-ylmethyl)pentyl]-2-[4-(1H-pyrazol-4-yl)piperazin-1-yl]thiazole-5-carboxamide